C(C)(=O)NC=1C(=NC=C(C1)N1CCOCC1)C(=O)NCCOCCNCC(=O)N1CCN(CC1)C(C1=C(C=CC(=C1)CC1=NNC(C2=CC=CC=C12)=O)F)=O 3-acetamido-N-[2-[2-[[2-[4-[2-fluoro-5-[(4-oxo-3H-phthalazin-1-yl)methyl]benzoyl]piperazin-1-yl]-2-oxo-ethyl]amino]ethoxy]ethyl]-5-morpholino-pyridine-2-carboxamide